(4-tert-butylphenyl)diphenyl-sulfonium chloride salt [Cl-].C(C)(C)(C)C1=CC=C(C=C1)[S+](C1=CC=CC=C1)C1=CC=CC=C1